C(C)OC1=C(O[C@H]2CN(CCC2)C2=CN=CC(=N2)NC(CCC2=CC=C(C=C2)CC(=O)O)=O)C=CC=C1 (R)-2-(4-(3-((6-(3-(2-ethoxyphenoxy)piperidin-1-yl)pyrazin-2-yl)amino)-3-oxopropyl)phenyl)acetic acid